FC(CC(C)N(C1=CC=CC=C1)C(CC1(CCN(CC1)C(N(C)C1=CC=C(C=C1)F)=O)C(=O)O)=O)F 4-[2-(N-[3,3-difluoro-1-methyl-propyl]anilino)-2-oxo-ethyl]-1-[(4-fluorophenyl)-methyl-carbamoyl]piperidine-4-carboxylic acid